[4-[(3-methylpyridin-2-yl)amino]Pyrimidin-2-yl]Sulfur CC=1C(=NC=CC1)NC1=NC(=NC=C1)[S]